Cl.C1(CCC1)CNCC=1C=CC=2N(C1)C=C(N2)CN2N=NC(=C2)C2=C1C=NNC1=CC(=C2)N2CCCC2 1-cyclobutyl-N-((2-((4-(6-(pyrrolidin-1-yl)-1H-indazol-4-yl)-1H-1,2,3-triazol-1-yl)methyl)imidazo[1,2-a]pyridin-6-yl)methyl)methylamine hydrochloride